FC=1C(=NC=2[C@H]3C([C@@H](CC2C1C1=CC(=CC2=CC=CC=C12)O)C3)(C)C)N3CC1(CN(C1)C(C=C)=O)CC3 1-(6-((6R,8R)-3-fluoro-4-(3-hydroxynaphthalen-1-yl)-7,7-dimethyl-5,6,7,8-tetrahydro-6,8-methanoquinolin-2-yl)-2,6-diazaspiro[3.4]octan-2-yl)prop-2-en-1-one